3-fluoro-4'-methyl-3'-(trifluoromethyl)-[2,2'-Bipyridine] FC=1C(=NC=CC1)C1=NC=CC(=C1C(F)(F)F)C